ClC=1C=C(C=CC1[N+](=O)[O-])N1C(OC(C1)C(=O)NC1=CC=C(C=C1)C#N)C(F)(F)F 3-(3-Chloro-4-nitrophenyl)-N-(4-cyanophenyl)-2-(trifluoromethyl)oxazolidin-5-carboxamid